FC1([C@@H](CN(CC1)[C@H](C(=O)NC=1N=C2N(C1)[C@@H](CC2)C2=CC(=CC(=C2)F)F)C)C2=CNC(C=C2)=O)F (S)-2-((R)-4,4-difluoro-3-(6-oxo-1,6-dihydropyridin-3-yl)piperidin-1-yl)-N-((S)-5-(3,5-difluorophenyl)-6,7-dihydro-5H-pyrrolo[1,2-a]imidazol-2-yl)propanamide